(E)-5-(2-methyl-3-phenyloct-3-en-2-yl)benzene-1,3-diol CC(C)(\C(=C\CCCC)\C1=CC=CC=C1)C=1C=C(C=C(C1)O)O